7-(7-(8-(difluoromethyl)naphthalen-1-yl)-8-fluoro-2-((hexahydro-1H-pyrrolizin-7a-yl)methoxy)pyrido[4,3-d]pyrimidin-4-yl)-1,3,7-triazaspiro[4.5]decane-2,4-dione FC(C=1C=CC=C2C=CC=C(C12)C1=C(C=2N=C(N=C(C2C=N1)N1CC2(C(NC(N2)=O)=O)CCC1)OCC12CCCN2CCC1)F)F